N8-benzyl-3-isopropyl-N6-(1-methylimidazol-2-yl)-[1,2,4]triazolo[4,3-b]pyridazine-6,8-diamine C(C1=CC=CC=C1)NC=1C=2N(N=C(C1)NC=1N(C=CN1)C)C(=NN2)C(C)C